r-methylenebis(4-isocyanatocyclohexane) C(C1CCC(CC1)N=C=O)C1CCC(CC1)N=C=O